OC=1C=C(C=CC1)OB(O)[2H] 3-hydroxyphenylboronic acid-d1